(E)-1-(2,4-Dihydroxyphenyl)-3-[4-methoxy-3-(morpholin-4-ylmethyl)phenyl]prop-2-en-1-one OC1=C(C=CC(=C1)O)C(\C=C\C1=CC(=C(C=C1)OC)CN1CCOCC1)=O